methyl 4-(3-amino-1-methyl-1H-pyrazol-4-yl)-2-methyl-7-(5-methyl-1H-indazol-4-yl)-7H-pyrrolo[2,3-d]pyrimidine-5-carboxylate NC1=NN(C=C1C=1C2=C(N=C(N1)C)N(C=C2C(=O)OC)C2=C1C=NNC1=CC=C2C)C